1-(6-(2-hydroxy-2-(4-methyl-1-oxo-1,3-dihydroisobenzofuran-5-yl)ethyl)-5,6,7,8-tetrahydropyrido[4,3-d]pyrimidin-2-yl)-1H-pyrrolo[2,3-b]pyridine-4-carbonitrile OC(CN1CC2=C(N=C(N=C2)N2C=CC3=C2N=CC=C3C#N)CC1)C=1C(=C3COC(C3=CC1)=O)C